hydroxyethylenediphosphonic acid, potassium salt [K+].OC(CP([O-])([O-])=O)P([O-])([O-])=O.[K+].[K+].[K+]